1-(3-fluorophenyl)-2-((3-methyl-4-(4,4,5,5-tetramethyl-1,3,2-dioxaborolan-2-yl)phenyl)amino)-2-oxoethyl acetate C(C)(=O)OC(C(=O)NC1=CC(=C(C=C1)B1OC(C(O1)(C)C)(C)C)C)C1=CC(=CC=C1)F